(6-chlorochroman-3-yl)-[1-(2-hydroxyethyl)-6-(1H-pyrazol-4-yl)indol-3-yl]methanone ClC=1C=C2CC(COC2=CC1)C(=O)C1=CN(C2=CC(=CC=C12)C=1C=NNC1)CCO